(R)-3-(4-phenoxyphenyl)-1-(1λ2-piperidin-3-yl)-1H-pyrazolo[3,4-d]pyrimidin-4-amine O(C1=CC=CC=C1)C1=CC=C(C=C1)C1=NN(C2=NC=NC(=C21)N)[C@H]2C[N]CCC2